ClC1=C(N=C2N(C1=O)C=C(N=C2C2=CC=C(C#N)C=C2)[C@H]2C[C@H](OCC2)C=2C=NN(C2)C)C 4-(3-chloro-2-methyl-7-((2S,4R)-2-(1-methyl-1H-pyrazol-4-yl)tetrahydro-2H-pyran-4-yl)-4-oxo-4H-pyrazino[1,2-a]pyrimidin-9-yl)benzonitrile